NC1=C(C=CC=C1)NC1CCN(CC1)C(CC1=CC=C(C=C1)C(C)(C)C)=O 1-(4-((2-aminophenyl)amino)piperidin-1-yl)-2-(4-(tert-butyl)phenyl)ethan-1-one